ClC1=CC=C(C(=N1)C(=O)O)N[C@H](C)C=1C=C(C=C2C(N(C(=NC12)N1CC(C1)(C)O)C)=O)C (R)-6-chloro-3-((1-(2-(3-hydroxy-3-methylazetidin-1-yl)-3,6-dimethyl-4-oxo-3,4-dihydroquinazolin-8-yl)ethyl)amino)picolinic acid